[Cr](=O)(=O)(O)O.[SiH4].[SiH4] bissilane chromate